C1(CC1)C=1SC=2CN(CCC2N1)C1=C(C(=C(N=N1)C#N)C)C 6-(2-cyclopropyl-6,7-dihydrothiazolo[5,4-c]pyridin-5(4H)-yl)-4,5-dimethylpyridazine-3-carbonitrile